C(C)(C)(CC)[N+]#[C-] TERT-AMYLISOCYANIDE